trans-N-(3-(1-cyclopropyl-1H-pyrazol-4-yl)phenyl)-4-((Z)-N'-hydroxycarbamimidoyl)-N-((trans-4-(4-methoxy-3-methylphenyl)cyclohexyl)methyl)cyclohexanecarboxamide C1(CC1)N1N=CC(=C1)C=1C=C(C=CC1)N(C(=O)[C@@H]1CC[C@H](CC1)/C(/N)=N/O)C[C@@H]1CC[C@H](CC1)C1=CC(=C(C=C1)OC)C